zinc di(benzimidazol-2-yl) disulphide N1=C(NC2=C1C=CC=C2)SSC=2NC1=C(N2)C=CC=C1.[Zn]